C(C)C1=C(N)C=CC=C1 o-ethyl-aniline